CN(C(C(CC)(C)C)=O)C=1C=C2C(=NC1)N=C(N2)C2=NNC=1C[C@@]3([C@H](CC21)C3)C N,2,2-Trimethyl-N-(2-((4aS,5aR)-5a-methyl-1,4,4a,5,5a,6-hexahydrocyclopropa[f]indazol-3-yl)-1H-imidazo[4,5-b]pyridin-6-yl)butanamide